CC(CCCO)(C)C 4,4-dimethylpentan-1-ol